N-(3-(piperidin-1-yl)propyl)-5-(4-(piperidin-1-ylmethyl)phenyl)thieno[3,2-b]pyridin-7-amine N1(CCCCC1)CCCNC1=C2C(=NC(=C1)C1=CC=C(C=C1)CN1CCCCC1)C=CS2